N-ethyl-4-(1-(2-hydroxy-2-methylpropyl)-5-(2,3,6-trimethylphenoxy)-1H-indazol-6-yl)-6-methyl-7-oxo-6,7-dihydro-1H-pyrrolo[2,3-c]pyridine-2-carboxamide C(C)NC(=O)C1=CC2=C(C(N(C=C2C2=C(C=C3C=NN(C3=C2)CC(C)(C)O)OC2=C(C(=CC=C2C)C)C)C)=O)N1